(1R,2S)-2-(3-{[5-chloro-6-(2-oxa-6-azaspiro[3.3]hept-6-yl)pyrimidin-4-yl]amino}-1H-indazol-6-yl)-5'-methoxyspiro[cyclopropan-1,3'-indol]-2'(1'H)-one ClC=1C(=NC=NC1N1CC2(COC2)C1)NC1=NNC2=CC(=CC=C12)[C@@H]1C[C@@]12C(NC1=CC=C(C=C21)OC)=O